1-(2,3-dichlorophenyl)-5-methyl-2-(methylsulfanyl)-6-oxo-1,6-dihydro-pyrimidin-4-yl-4-methylbenzene-1-sulfonic acid ClC1=C(C=CC=C1Cl)N1C(=NC(=C(C1=O)C)C1=C(C=CC(=C1)C)S(=O)(=O)O)SC